N-ethyl-N-(2-(7-ethyl-7-hydroxy-8,11-dioxo-7,8,11,13-tetrahydro-10H-[1,3]dioxolano[4,5-g]pyrano[3',4':6,7]indolizino[1,2-b]quinolin-14-yl)ethyl)-2-hydroxyacetamide C(C)N(C(CO)=O)CCC1=C2C(=NC=3C=C4C(=CC13)OCO4)C4=CC1=C(C(N4C2)=O)COC(C1(O)CC)=O